2-(1,3-dioxan-2-yl)ethyltriphenylphosphonium bromide [Br-].O1C(OCCC1)CC[P+](C1=CC=CC=C1)(C1=CC=CC=C1)C1=CC=CC=C1